Methylenedisulfonic Acid Bis(Trimethylsilyl) Ester C[Si](C)(C)OS(=O)(=O)CS(=O)(=O)O[Si](C)(C)C